ClC1=CNC2=NC=C(C=C21)CC(=O)NC2=NC=NC(=C2)NCC=2N=C1N(C=C(C=C1)C1CC1)C2 2-(3-chloro-1H-pyrrolo[2,3-b]pyridin-5-yl)-N-(6-(((6-cyclopropylimidazo[1,2-a]pyridin-2-yl)methyl)amino)pyrimidin-4-yl)acetamide